4-(6-amino-5-chloropyrimidin-4-yl)thiomorpholine 1,1-dioxide NC1=C(C(=NC=N1)N1CCS(CC1)(=O)=O)Cl